(R)-(3-cyclopropyl-1-methyl-1H-1,2,4-triazol-5-yl)(4-(4-methylpyrazolo[1,5-a]pyridin-2-yl)-6,7-dihydro-1H-imidazo[4,5-c]pyridin-5(4H)-yl)methanone C1(CC1)C1=NN(C(=N1)C(=O)N1[C@H](C2=C(CC1)NC=N2)C2=NN1C(C(=CC=C1)C)=C2)C